Cl.O1N=C(N=C1)C1=CC=C(C=C1)[C@H](C)NC(C(C)(N1C[C@@H](CC1)OC1=CC(=CC=C1)C(F)(F)F)C)=O N-((S)-1-(4-(1,2,4-Oxadiazol-3-yl)phenyl)ethyl)-2-methyl-2-((R)-3-(3-(trifluoromethyl)phenoxy)pyrrolidin-1-yl)propanamide, hydrochloride